C1(CC1)C=1N=CC=2C3=C(C=C(C2C1)S(=O)(=O)NCC(C)C)CCC3NC3=NN=CN3C3=CC=CC=1N(N=NC13)C 3-cyclopropyl-N-isobutyl-9-[[4-(1-methylbenzotriazol-4-yl)-1,2,4-triazol-3-yl]amino]-8,9-dihydro-7H-cyclopenta[h]isoquinoline-5-sulfonamide